(S)-3-(6-((tert-butyldimethylsilyl)oxy)-2,5,7,8-tetramethylchroman-2-yl)propanal [Si](C)(C)(C(C)(C)C)OC=1C(=C2CC[C@@](OC2=C(C1C)C)(C)CCC=O)C